S(=O)(=O)(O)CC.C1(OC=CC2=CC=CC=C12)=O 1H-isochromen-1-one Esylate